C(C)C(C(=O)O)(C)C.C(C(C)C)(=O)OCC ethyl isobutyrate (ethyl 2-methylpropanoate)